7-(benzyloxy)-3-methoxy-1-{2-[3-(trifluoromethyl)-1H-pyrazole-1-yl]ethyl}-1H-indazole C(C1=CC=CC=C1)OC=1C=CC=C2C(=NN(C12)CCN1N=C(C=C1)C(F)(F)F)OC